methyl-16-oxohexadecanoate COC(CCCCCCCCCCCCCCC=O)=O